C[SiH2]C1=CC=C(C=C1)C(C)(C)C methyl-(4-t-butylphenyl)silane